(1R,2R,3R,4S)-N-(2,2'-Difluoro-[1,1'-biphenyl]-4-yl)-3-(2-methyl-2H-indazol-5-yl)-7-oxabicyclo[2.2.1]heptan-2-carboxamid FC1=C(C=CC(=C1)NC(=O)[C@H]1[C@H]2CC[C@@H]([C@H]1C1=CC3=CN(N=C3C=C1)C)O2)C2=C(C=CC=C2)F